ClC1=CC=C(C=C1)C1CC(=NN1C(C)=O)C1=CC(=CC=C1)O 1-[5-(4-Chlorophenyl)-3-(3-hydroxyphenyl)-4,5-dihydropyrazol-1-yl]-ethanone